FC(CN1N=C(C=2C1=NC(=CN2)N2CC1(CN(C1)C1=NC(=NC(=C1)C(F)(F)F)C)CC2)I)F 6-[1-(2,2-difluoroethyl)-3-iodopyrazolo[3,4-b]pyrazin-6-yl]-2-[2-methyl-6-(trifluoromethyl)pyrimidin-4-yl]-2,6-diazaspiro[3.4]octane